rac-tert-butyl 2-[methoxy(methyl)carbamoyl]-5-methylpyrrolidine-1-carboxylate CON(C(=O)C1N(C(CC1)C)C(=O)OC(C)(C)C)C